CN1N=C(C=C1C(=O)N[C@@H](C)C1=NC(=NS1)C1=CC(=NC=C1)OC)C(F)(F)F 2-methyl-N-[(1S)-1-[3-(2-methoxy-4-pyridyl)-1,2,4-thiadiazol-5-yl]ethyl]-5-(trifluoromethyl)pyrazole-3-carboxamide